O1[C@H](COC2=C1C=CC=C2)C2=CC=C(CN1CCC(CC1)CC1=CC=C(C(=O)O)C=C1)C=C2 4-[(1-{4-[(2S)-2,3-dihydro-1,4-benzodioxin-2-yl]benzyl}piperidin-4-yl)methyl]benzoic acid